CC(CC(C)OC(C)=O)(C)C1=CC=CC=C1 acetic acid (4-methyl-4-phenylpent-2-yl) ester